NCCC(=O)N[C@@H](CC1=CN(C=N1)C)C(=O)O N-β-alanyl-1-methylhistidine